2-(3-Chloropyridin-2-yl)-5-oxo-pyrazolidine-3-carboxylic acid ethyl ester C(C)OC(=O)C1N(NC(C1)=O)C1=NC=CC=C1Cl